butyl butyrylacetate (1-butoxy-1-oxopropan-2-yl butyrate) C(CCC)OC(C(C)C(C(=O)O)CC)=O.C(CCC)(=O)CC(=O)OCCCC